Glycerol Di-Acetoacetate C(CC(=O)C)(=O)OCC(OC(CC(=O)C)=O)CO